ditert-butyl (2R,5S)-2-methyl-5-(3-thienyl)piperazine-1,4-dicarboxylate C[C@H]1N(C[C@@H](N(C1)C(=O)OC(C)(C)C)C1=CSC=C1)C(=O)OC(C)(C)C